2-((3S)-1-(4-bromo-2-(2-(tetrahydro-2H-pyran-2-yloxy)ethyl)phenyl)pyrrolidin-3-yloxy)-3-chloropyridine BrC1=CC(=C(C=C1)N1C[C@H](CC1)OC1=NC=CC=C1Cl)CCOC1OCCCC1